tert-butyl 2-(diethoxyphosphoryl)-3-methyl-4-oxo-4-((2-(4-(trifluoromethyl)phenyl)propan-2-yl)amino)butanoate C(C)OP(=O)(OCC)C(C(=O)OC(C)(C)C)C(C(NC(C)(C)C1=CC=C(C=C1)C(F)(F)F)=O)C